4'-(9H-carbazol-9-yl)-4,4''-bis(3,6-dimethyl-9H-carbazol-9-yl)-5'-(4-(3,6-dimethyl-9H-carbazol-9-yl)phenyl)-6'-(4,6-diphenyl-1,3,5-triazin-2-yl)-[1,1':3',1''-terphenyl]-2'-carbonitrile C1=CC=CC=2C3=CC=CC=C3N(C12)C1=C(C(=C(C(=C1C1=CC=C(C=C1)N1C2=CC=C(C=C2C=2C=C(C=CC12)C)C)C1=NC(=NC(=N1)C1=CC=CC=C1)C1=CC=CC=C1)C1=CC=C(C=C1)N1C2=CC=C(C=C2C=2C=C(C=CC12)C)C)C#N)C1=CC=C(C=C1)N1C2=CC=C(C=C2C=2C=C(C=CC12)C)C